(1R,3S,5R)-2-(2-(3-acetyl-5-(2-methylpyrimidin-5-yl)-1H-indazol-1-yl)acetyl)-5-methyl-N-(2-(trifluoro-methoxy)ethyl)-2-azabicyclo[3.1.0]hexane-3-carboxamide C(C)(=O)C1=NN(C2=CC=C(C=C12)C=1C=NC(=NC1)C)CC(=O)N1[C@@H]2C[C@@]2(C[C@H]1C(=O)NCCOC(F)(F)F)C